1-chloro-3,3-diisopropyloxypropane ClCCC(OC(C)C)OC(C)C